4-((2S,5R)-5-ethyl-2-methyl-4-((R)-1-(4-(trifluoromethoxy)phenyl)propyl)piperazin-1-yl)-1-methyl-2-oxo-1,2-dihydropyrido[3,2-d]pyrimidine-6-carbonitrile C(C)[C@H]1N(C[C@@H](N(C1)C=1C2=C(N(C(N1)=O)C)C=CC(=N2)C#N)C)[C@H](CC)C2=CC=C(C=C2)OC(F)(F)F